ClC1=NC(=CC(=N1)NC=1SC(=CN1)C(=O)NC1=C(C=CC=C1C)Cl)CN1CCOCC1 2-((2-chloro-6-(morpholinomethyl)pyrimidin-4-yl)amino)-N-(2-chloro-6-methylphenyl)thiazole-5-carboxamide